BrC=1C(=C(C=C(C1)F)[C@@H](C)N)C (R)-1-(3-bromo-5-fluoro-2-methylphenyl)ethane-1-amine